(3,4,6,7-tetrahydro-3-(2-methoxyphenyl)-4-oxothieno[3,2-d]pyrimidin-2-yl)thiol-acetamide COC1=C(C=CC=C1)N1C(=NC2=C(C1=O)SCC2)C2=C(SC=C2)CC(=O)N